N-{4-[3-Anilino-5-methyl-4-oxo-7-(2,2,2-trifluoroethyl)-4,5,6,7-tetrahydro-1H-pyrrolo[3,2-c]pyridin-2-yl]pyridin-2-yl}-4,4-difluoro-2-(4-fluorophenyl)butanamid N(C1=CC=CC=C1)C1=C(NC2=C1C(N(CC2CC(F)(F)F)C)=O)C2=CC(=NC=C2)NC(C(CC(F)F)C2=CC=C(C=C2)F)=O